N1=C2C(=CC=C1)C(OCC21CC1)=O spiro[cyclopropane-1,8'-pyrano[4,3-b]pyridin]-5'-one